ethyl imidazole-1-carbodithioate N1(C=NC=C1)C(=S)SCC